(R)-N-((1E,2Z)-4-((tert-butyldiphenylsilyl)oxy)-2-fluorobut-2-en-1-ylidene)-2-methylpropane-2-sulfinamide [Si](C1=CC=CC=C1)(C1=CC=CC=C1)(C(C)(C)C)OC\C=C(\C=N\[S@](=O)C(C)(C)C)/F